(S)-N-(3-(benzo[d]thiazol-2-yl)-1-((1-cyanocyclopropyl)amino)-1-oxopropan-2-yl)-3-chlorobenzamide S1C(=NC2=C1C=CC=C2)C[C@@H](C(=O)NC2(CC2)C#N)NC(C2=CC(=CC=C2)Cl)=O